2'-((2-chloropyrimidin-4-yl)oxy)-1'-fluoro-6',8',9',11'-tetrahydrospiro[cyclopropane-1,10'-pyrido[3',4':4,5]pyrrolo[2,3-f]isoquinolin]-7'(5'H)-one ClC1=NC=CC(=N1)OC=1N=CC=2CCC3=C(C2C1F)NC1=C3C(NCC13CC3)=O